ClC1=C(C(C=2C=CC=NC2C1=O)=O)NC1=CC=C(C=C1)N1CCN(CC1)S(=O)(=O)C 7-Chloro-6-((4-(4-(methylsulfonyl)piperazin-1-yl)phenyl)amino)chinolin-5,8-dion